ClC1=NC=C(C(=C1)C1=CC(=C(C=C1)[C@@H](C)NC(OC(C)(C)C)=O)C)F tert-butyl (R)-(1-(4-(2-chloro-5-fluoropyridin-4-yl)-2-methylphenyl)ethyl)carbamate